3-(5-(3-cyano-6-hydroxypyrazolo[1,5-a]pyridin-4-yl)pyridin-2-yl)-3,6-diazabicyclo[3.1.1]heptane C(#N)C=1C=NN2C1C(=CC(=C2)O)C=2C=CC(=NC2)N2CC1NC(C2)C1